1-benzyl-3-(tert-butylsulfamoyl)pyrrole-2-carboxylic acid tert-butyl ester C(C)(C)(C)OC(=O)C=1N(C=CC1S(NC(C)(C)C)(=O)=O)CC1=CC=CC=C1